BrC1CC(C1)OCCCN(C(OC(C)(C)C)=O)C Tert-butyl (3-(3-bromocyclobutoxy)propyl)(methyl)carbamate